C(#N)C=1C=C(C=CC1)C1=CC(=C(O1)C)C(=O)NC=1SC=C(N1)CN1CCC(CC1)(F)F 5-(3-cyanophenyl)-N-(4-((4,4-difluoropiperidin-1-yl)methyl)thiazol-2-yl)-2-methylfuran-3-carboxamide